3-bromo-5,6,7,8-tetrahydro-1,8-naphthyridin BrC=1C=NC=2NCCCC2C1